C(CCCCCCCCCCCCC)OC(CCCCCCCCCCCCCCC)=O Myristylpalmitat